(S)-2-(chloromethyl)-1-((oxetane-2-yl)methyl)-1H-benzo[d]imidazole-6-carboxylic acid tert-butyl ester C(C)(C)(C)OC(=O)C=1C=CC2=C(N(C(=N2)CCl)C[C@H]2OCC2)C1